N=1C=NN2C1C=C(C=C2)O [1,2,4]triazolo[1,5-a]pyridine-7-ol